OC(CC)C=1C(=NC=CC1)CCNC(OC(C)(C)C)=O tert-butyl (2-(3-(1-hydroxypropyl)pyridin-2-yl)ethyl)carbamate